[N+](=O)([O-])C=CC1=CNC=2C=CC=C(C12)C(=O)OC methyl 3-(2-nitrovinyl)-1H-indole-4-carboxylate